(1R,3R,4S,5R)-3-{[(2E)-3-(3,4-Dihydroxyphenyl)prop-2-enoyl]oxy}-1,4,5-trihydroxycyclohexanecarboxylic acid OC=1C=C(C=CC1O)/C=C/C(=O)O[C@@H]1C[C@](C[C@H]([C@@H]1O)O)(C(=O)O)O